C1=C(C=CC2=CC(=CC=C12)C(=O)[O-])C(=O)[O-].[Th+4].C1=C(C=CC2=CC(=CC=C12)C(=O)[O-])C(=O)[O-] thorium 2,6-naphthalenedicarboxylate